(R)-5-tert-Butyl 3-ethyl 2-((R)-10,10-dimethyl-3-oxo-1,9,9-triphenyl-2,8-dioxa-4-aza-9-silaundecan-6-yl)-6-methyl-6,7-dihydro-2H-pyrazolo[4,3-c]pyridine-3,5(4H)-dicarboxylate CC([Si](OC[C@@H](CNC(OCC1=CC=CC=C1)=O)N1N=C2C(CN([C@@H](C2)C)C(=O)OC(C)(C)C)=C1C(=O)OCC)(C1=CC=CC=C1)C1=CC=CC=C1)(C)C